6-(4-phenoxypiperidine-1-carbonyl)-4H-1,4-benzoxazin-3-one O(C1=CC=CC=C1)C1CCN(CC1)C(=O)C=1C=CC2=C(NC(CO2)=O)C1